OC=1C=C(C=CC1)C=CC(=O)C1=CC=C(C=C1)NC(=O)NC(C)C 1-[4-[3-(3-Hydroxyphenyl)prop-2-enoyl]phenyl]-3-propan-2-ylurea